[C@@H]1([C@H](O)[C@@H](O)[C@H](O)[C@H](O1)CO)OCC=1C(=C(C(=NC1)C)O)CO 5'-O-beta-D-Glucosylpyridoxine